C(C1=CC=CC=C1)OC(C=C)=O Benzylacrylate